4-(4-(2-(3,3-difluoropiperidin-1-yl)-6-methylpyrimidin-4-yl)-1H-pyrazol-1-yl)-3-(6-Azaspiro[2.5]octane-6-yl)aniline FC1(CN(CCC1)C1=NC(=CC(=N1)C=1C=NN(C1)C1=C(C=C(N)C=C1)N1CCC2(CC2)CC1)C)F